(2,6-dibromo-4-methyl-phenyl)-acetic acid methyl ester COC(CC1=C(C=C(C=C1Br)C)Br)=O